C(CCC)(=O)C1=CC(=C(C=N1)C=1C(N(C2=CC(=NC=C2C1)NC(=O)[C@@H]1C(C1)(F)F)C)=O)C (1R)-N-[3-(6-butanoyl-4-methylpyridin-3-yl)-1-methyl-2-oxo-1,6-naphthyridin-7-yl]-2,2-difluorocyclopropane-1-carboxamide